5-Fluoro-7-(oxetan-3-ylmethoxy)-2-(((tetrahydro-2H-pyran-4-yl)thio)methyl)quinazolin-4(3H)-one FC1=C2C(NC(=NC2=CC(=C1)OCC1COC1)CSC1CCOCC1)=O